ClC=1C=CC(=NC1)OC1=CN=C(S1)NC(=O)C1CC(C1)OC1=CC=C(C=C1)F N-(5-((5-chloropyridin-2-yl)oxy)thiazol-2-yl)-3-(4-fluorophenoxy)cyclobutane-1-carboxamide